CS1(NC2=C(C1)C=CC(=C2)C(=O)N)=O 2-methyl-2-oxo-3H-2,1-benzothiazole-6-carboxamide